ClC=1C=CC(=C(C1)N1CCN(CC1)C(=O)[C@@H]1[C@@H](C1)C1=CC=C(C=C1)S(F)(F)(F)(F)F)C (4-(5-Chloro-2-methylphenyl)piperazin-1-yl)((1S,2R)-2-(4-(pentafluoro-λ6-sulfaneyl)phenyl)cyclopropyl)-methanone